(1R,2R)- and (1S,2S)-2-(((1-cyclobutyl-3-methyl-1H-pyrazol-4-yl)oxy)methyl)cyclobutan-1-amine C1(CCC1)N1N=C(C(=C1)OC[C@H]1[C@@H](CC1)N)C |r|